(S)-2-((((9H-fluoren-9-yl)methoxy)carbonyl)amino)-3-(4-(2-oxo-1,2-dihydroquinolin-7-yl)phenyl)propanoic acid C1=CC=CC=2C3=CC=CC=C3C(C12)COC(=O)N[C@H](C(=O)O)CC1=CC=C(C=C1)C1=CC=C2C=CC(NC2=C1)=O